COC1=CC=C(CN2N=C(C=C(C2=O)C2(CCCC2)C)CC2=C(C=C(C=C2C)N2N=C(C(NC2=O)=O)C(=O)O)C)C=C1 2-(4-((1-(4-methoxybenzyl)-5-(1-methylcyclopentyl)-6-oxo-1,6-dihydropyridazin-3-yl)methyl)-3,5-dimethylphenyl)-3,5-dioxo-2,3,4,5-tetrahydro-1,2,4-triazine-6-carboxylic acid